The molecule is a trihydroxyflavone that is isoscoparin glycosylated at position 2'' on the glucosyl ring by an alpha-L-arabinopyranosyl residue. It has a role as a metabolite. It is a monomethoxyflavone, a trihydroxyflavone, a C-glycosyl compound and a disaccharide derivative. It derives from an isoscoparin. COC1=C(C=CC(=C1)C2=CC(=O)C3=C(O2)C=C(C(=C3O)[C@H]4[C@@H]([C@H]([C@@H]([C@H](O4)CO)O)O)O[C@H]5[C@@H]([C@H]([C@H](CO5)O)O)O)O)O